Tert-butyl 4-(4-bromocyclohexoxy)piperidine-1-carboxylate BrC1CCC(CC1)OC1CCN(CC1)C(=O)OC(C)(C)C